2-(5-(4,4,5,5-tetramethyl-1,3,2-dioxaborolan-2-yl)pyridin-3-yl)propanoate CC1(OB(OC1(C)C)C=1C=C(C=NC1)C(C(=O)[O-])C)C